CN(C)CCCN(C(C)C)C(C)C N-(dimethylaminopropyl)diisopropylamine